C(C1=CC=CC=C1)NC1=NC(=NN2C1=CC=C2C2C(CNCC2)F)N2C(=CC=1C(=CC=CC21)C(=O)N)C 1-(4-(benzylamino)-7-(3-fluoropiperidin-4-yl)pyrrolo[2,1-f][1,2,4]triazin-2-yl)-2-methyl-1H-indole-4-carboxamide